COC(=O)C=1C=CC2=C(N=C(C3=CN=CC=C23)NC2=CC(=CC=C2)Cl)C1.C(C)NCCOC(CCCCC)=O.SCCC(S(=O)(=O)O)CC 3-mercapto-ethylpropyl-sulfonate N-ethylaminoethyl-hexanoate Methyl-5-((3-chlorophenyl)amino)benzo[c][2,7]naphthyridine-8-carboxylate